isopropyl-1H-pyrazole-4-carbonitrile C(C)(C)N1N=CC(=C1)C#N